3-methyl-vinyl-imidazolium chloride [Cl-].C[N+]1=C(NC=C1)C=C